7-octyne-1-al C(CCCCCC#C)=O